sulfanylpropanoate SC(C(=O)[O-])C